(2-amino-3-(1-(4-(benzyloxy)benzyl)-1H-pyrazol-4-yl)pyridin-1-ium-1-yl)methyl hydrogen phosphate P(=O)(OC[N+]1=C(C(=CC=C1)C=1C=NN(C1)CC1=CC=C(C=C1)OCC1=CC=CC=C1)N)(O)[O-]